FC=1C(=C(C=C(C1)C1CCOCC1)C(C(=O)O)N1C[C@@H](CC1)OCCCCCC1=NC=2NCCCC2C(=C1)OC)OC 2-(3-fluoro-2-methoxy-5-(tetrahydro-2H-pyran-4-yl)phenyl)-2-((R)-3-((5-(4-methoxy-5,6,7,8-tetrahydro-1,8-naphthyridin-2-yl)pentyl)oxy)pyrrolidin-1-yl)acetic acid